COC1=CC=C(C=C1)C(OC[C@]1(O[C@H](CN(C1)C(C)C)N1C(NC(C(=C1)C)=O)=O)CO[Si](C(C)C)(C(C)C)C(C)C)(C1=CC=CC=C1)C1=CC=C(C=C1)OC 1-[(2R,6S)-6-[[bis(4-methoxyphenyl)-phenyl-methoxy]methyl]-4-isopropyl-6-(triisopropylsiloxymethyl)morpholin-2-yl]-5-methyl-pyrimidine-2,4-dione